1-(6-chloroindolin-1-yl)-2-(2-(phenoxymethyl)thiazol-4-yl)ethan-1-one ClC1=CC=C2CCN(C2=C1)C(CC=1N=C(SC1)COC1=CC=CC=C1)=O